OC1=CC=C(COC=2C=C(C(=O)O)C=CC2)C=C1 3-(4-hydroxybenzyloxy)benzoic acid